CS(=O)(=O)CC(F)(F)F Trifluoroethyl Methyl Sulfone